COOC(CNCC(C)OOC)C bis(2-(methylperoxy)propyl)amine